N-(2-chloro-5-(4-((1R-phenylethyl)-amino)quinazolin-6-yl)pyridin-3-yl)methanesulfonamide ClC1=NC=C(C=C1NS(=O)(=O)C)C=1C=C2C(=NC=NC2=CC1)N[C@H](C)C1=CC=CC=C1